FC1(CC(C(N(C2=C1C=C(C(=C2)C=2OC(=NN2)C(C)(S(=O)(=O)C)C)F)CC2=CC=C(C=C2)C2=NC=C(C=C2)OC)=O)NC(OC(C)(C)C)=O)F tert-butyl N-[5,5,7-trifluoro-1-[[4-(5-methoxy-2-pyridyl)phenyl]methyl]-8-[5-(1-methyl-1-methylsulfonyl-ethyl)-1,3,4-oxadiazol-2-yl]-2-oxo-3,4-dihydro-1-benzazepin-3-yl]carbamate